7-(1-cyclopropylpiperidin-4-yl)-2-(4-ethyl-6-methylpyrazolo[1,5-a]pyrazin-2-yl)-4H-pyrido[1,2-a]pyrimidin-4-one C1(CC1)N1CCC(CC1)C=1C=CC=2N(C(C=C(N2)C2=NN3C(C(=NC(=C3)C)CC)=C2)=O)C1